C(C)OC1=C(C=C2C(=NC=NC2=C1)C1=NNN=C1C1=CC=CC=C1)NC(=O)C1CC1 N-(7-ethoxy-4-(5-phenyl-2H-1,2,3-triazol-4-yl)quinazolin-6-yl)cyclopropanecarboxamide